3-(5-(4-(3-(aminomethyl)phenyl)piperidine-1-carbonyl)-1H-indol-1-yl)-2-hydroxy-2-phenylpropanoic acid NCC=1C=C(C=CC1)C1CCN(CC1)C(=O)C=1C=C2C=CN(C2=CC1)CC(C(=O)O)(C1=CC=CC=C1)O